FC(OC1=CC=C(COC(=O)N2C[C@H]3CN(C[C@@]3(C2)C)C(=O)C2=CC3=C(NN=N3)C=C2)C=C1)(F)F (+)-trans-5-(1H-benzotriazole-5-carbonyl)-3a-methyl-hexahydro-pyrrolo[3,4-c]pyrrole-2-carboxylic acid 4-trifluoromethoxy-benzyl ester